[3-(pyrimidin-5-yl)-1,2,4-thiadiazol-5-yl]-1,4-dihydro-1,8-naphthyridine-3-carboxylic acid N1=CN=CC(=C1)C1=NSC(=N1)N1C=C(CC2=CC=CN=C12)C(=O)O